N-methylpyrrolidine-3-carboxamide 2,2,2-trifluoroacetate FC(C(=O)O)(F)F.CNC(=O)C1CNCC1